(S)-6-((benzo[d]thiazol-7-yl(1-(1-(pyridin-4-yl)cyclopropyl)-1H-1,2,3-triazol-4-yl)methyl)amino)-4-(neopentylamino)quinoline-3,8-dicarbonitrile S1C=NC2=C1C(=CC=C2)[C@@H](C=2N=NN(C2)C2(CC2)C2=CC=NC=C2)NC=2C=C1C(=C(C=NC1=C(C2)C#N)C#N)NCC(C)(C)C